COC(C1=C(N=C(C=C1)C#N)C1=C(C=CC=C1)OC)=O 6-cyano-2-(2-methoxyphenyl)nicotinic acid methyl ester